NC(C#N)=C(C)N 2,3-diaminobutenenitrile